Tert-butyl (S)-6-(3-((tert-butyldimethylsilyl) oxy) prop-1-yn-1-yl)-1-(((R)-tert-butylsulfinyl) amino)-1,3-dihydrospiro[indene-2,4'-piperidine]-1'-carboxylate [Si](C)(C)(C(C)(C)C)OCC#CC1=CC=C2CC3(CCN(CC3)C(=O)OC(C)(C)C)[C@@H](C2=C1)N[S@](=O)C(C)(C)C